4-(3-(2,5-Dioxo-2,5-dihydro-1H-pyrrol-1-yl) propanamido)-2-nitrophenylsulfite O=C1N(C(C=C1)=O)CCC(=O)NC1=CC(=C(C=C1)OS(=O)[O-])[N+](=O)[O-]